C1(=CC=CC=C1)C1NCC2(C1)CCCCC2.[S].[Na] natrium sulfur 3-phenyl-2-azaspiro[4.5]decane